tert-butyl (4-((4-cyano-2,3,5,6-tetrafluorophenyl)thio)butyl)carbamate C(#N)C1=C(C(=C(C(=C1F)F)SCCCCNC(OC(C)(C)C)=O)F)F